(2S)-2-[[(2S)-2-(tert-butoxycarbonylamino)-3,3-dimethyl-butanoyl]amino]-3-(1-fluorocyclopropyl)propanoic acid C(C)(C)(C)OC(=O)N[C@H](C(=O)N[C@H](C(=O)O)CC1(CC1)F)C(C)(C)C